BrC1=CC(=C(S1)CNC(C)=O)C N-((5-bromo-3-methylthiophene-2-yl)methyl)acetamide